(3S)-4-amino-N-((1S,2S)-2-cyanocyclopentyl)-N-((5-cyano-2-pyridinyl)methyl)-3-methyl-1,3-dihydrofuro[3,4-c]quinoline-8-carboxamide NC1=NC=2C=CC(=CC2C2=C1[C@@H](OC2)C)C(=O)N(CC2=NC=C(C=C2)C#N)[C@@H]2[C@H](CCC2)C#N